O[C@@H](CCCCCCCCC(=O)O)CCCCCCCC |r| racemic-(R)-10-hydroxystearic acid